N-(3-cyclobutanoyl)-4-bromophenylbutyramide C1CC(C1)C(=O)NC(C(CC)C1=CC=C(C=C1)Br)=O